C([C@@H](CCCCCC)O)O (R)-1,2-octanediol